5-chloro-2-ethylsulfanyl-N-hydroxy-pyridine-3-carboxamidine ClC=1C=C(C(=NC1)SCC)C(=N)NO